C1(=CC=CC=C1)S(=O)(=O)N1C=CC2=CC=C(C=C12)C(F)(F)F 1-(phenylsulfonyl)-6-(trifluoromethyl)-1H-indole